3-(4,5-dihydro-1H-imidazol-2-yl)-1-(6-(trifluoromethyl)-[1,1'-biphenyl]-3-yl)cyclohexan-1-ol N1C(=NCC1)C1CC(CCC1)(O)C=1C=C(C(=CC1)C(F)(F)F)C1=CC=CC=C1